CC1=CC=CC=C1S(=O)(=O)N 6-methylbenzenesulfonamide